3-ethyl-5-fluoro-2,4-dioxo-1,2,3,4-tetrahydroquinazolin C(C)N1C(NC2=CC=CC(=C2C1=O)F)=O